6-chloro-5-fluoro-3,4-dimethyl-8-(1-methylpyrazol-4-yl)oxy-2H-2,7-naphthyridin-1-one ClC=1C(=C2C(=C(NC(C2=C(N1)OC=1C=NN(C1)C)=O)C)C)F